5-Methyl-2-(6-methyl-3-pyridyl)piperidin-4-one CC1C(CC(NC1)C=1C=NC(=CC1)C)=O